1,4-bis((2-(2-(2-hydroxyethoxy)ethoxy)ethyl)amino)anthracene-9,10-dione OCCOCCOCCNC1=CC=C(C=2C(C3=CC=CC=C3C(C12)=O)=O)NCCOCCOCCO